C(C)S(=O)C1=NC(=CC(=N1)C=1SC=CC1)C(F)(F)F (ethylsulfinyl)-4-(thiophen-2-yl)-6-(trifluoromethyl)pyrimidine